C1(CC1)C1=NN(C=C1N1C=CC2=CC=CC=C12)C1OCCCC1 1-(3-cyclopropyl-1-(tetrahydro-2H-pyran-2-yl)-1H-pyrazol-4-yl)-1H-indole